[N+](=O)([O-])C1=CC=C(C=C1)[C@]1(O)[C@@H](O)[C@@H](O)[C@H](O)[C@H](O1)CO p-nitrophenyl-β-mannose